6-[(oxan-4-yl)amino]-8-{[6-(propan-2-yloxy)-5-(pyrrolidine-1-carbonyl)pyridin-2-yl]amino}imidazo[1,2-b]pyridazine-3-carbonitrile O1CCC(CC1)NC=1C=C(C=2N(N1)C(=CN2)C#N)NC2=NC(=C(C=C2)C(=O)N2CCCC2)OC(C)C